2-chloro-N7-cyclopentyl-N4-(5-methyl-1H-pyrazol-3-yl)quinazoline-4,7-diamine ClC1=NC2=CC(=CC=C2C(=N1)NC1=NNC(=C1)C)NC1CCCC1